FC1=CC=C(C=C1)N(CCCNC(C[C@@H]1CN(C[C@H](N1CC(=O)NC)CCNC(OCC1=CC=CC=C1)=O)CC1=CC=CC=2N1N=CC2)=O)C benzyl (2-((2R,6R)-6-(2-((3-((4-fluorophenyl)(methyl)amino)propyl)amino)-2-oxoethyl)-1-(2-(methylamino)-2-oxoethyl)-4-(pyrazolo[1,5-a]pyridin-7-ylmethyl)piperazin-2-yl)ethyl)carbamate